C(=O)(O)C1=CC=C(C=C1)C1=C(C(=C(C(=C1C)C1=CC=C(C=C1)C(=O)O)C1=CC=C(C=C1)C(=O)O)C)C1=CC=C(C=C1)C(=O)O 1,2,4,5-tetrakis(4-carboxyphenyl)-3,6-dimethylbenzene